3-fluoro-N-(4-(pyrimidin-5-yl)pyridin-2-yl)benzamide FC=1C=C(C(=O)NC2=NC=CC(=C2)C=2C=NC=NC2)C=CC1